(S,E)-2-cyclopentyl-4-(4-fluoro-3-methylphenoxy)-N-(4-(methylsulfonyl)but-3-en-2-yl)pyrimidine-5-carboxamide C1(CCCC1)C1=NC=C(C(=N1)OC1=CC(=C(C=C1)F)C)C(=O)N[C@@H](C)\C=C\S(=O)(=O)C